3-((6-chloro-4-(4-(hydroxymethyl)-4-methylpiperidin-1-yl)pyridin-3-yl)ethynyl)tetrahydrofuran-3-ol ClC1=CC(=C(C=N1)C#CC1(COCC1)O)N1CCC(CC1)(C)CO